N[C@](COC1=C(C=C(C=C1)C1=CC(=NC=C1)NC(C)=O)C(F)(F)F)(CC(C)C)C (S)-N-(4-(4-((2-amino-2,4-dimethylpentyl)oxy)-3-(trifluoromethyl)phenyl)pyridin-2-yl)acetamide